2,5-Diketopiperazin O=C1NCC(NC1)=O